2-(2,6-dimethylpyridin-4-yl)-3-isopropyl-5-(piperidin-3-yl)-1H-indole CC1=NC(=CC(=C1)C=1NC2=CC=C(C=C2C1C(C)C)C1CNCCC1)C